bromo-N-((4,6-dimethyl-2-oxo-1,2-dihydropyridin-3-yl)methyl)-3-(ethyl-(tetrahydro-2H-pyran-4-yl)amino)-2-methylbenzamide BrC1=C(C(=C(C(=O)NCC=2C(NC(=CC2C)C)=O)C=C1)C)N(C1CCOCC1)CC